N-(4-aminobut-2-yn-1-yl)-5-(4-(3-aminoprop-1-yn-1-yl)phenyl)furan-2-carboxamide NCC#CCNC(=O)C=1OC(=CC1)C1=CC=C(C=C1)C#CCN